2-methyl-4-((trimethylsilyl)oxy)-5,6-dihydropyridine-1(2H)-carboxylic acid tert-butyl ester C(C)(C)(C)OC(=O)N1C(C=C(CC1)O[Si](C)(C)C)C